(2S,4R)-4-fluoro-1-(2-(trifluoromethyl)tetrahydro-2H-pyran-2-carbonyl)pyrrolidine-2-carboxylic acid F[C@@H]1C[C@H](N(C1)C(=O)C1(OCCCC1)C(F)(F)F)C(=O)O